[Si](C)(C)(C(C)(C)C)OCC1N(CCCC1(O)C)C=1C2=C(N=C(N1)Cl)C(=C(N=C2Cl)Cl)F ((tert-butyldimethylsilyloxy)methyl)-3-methyl-1-(2,5,7-trichloro-8-fluoropyrido[4,3-d]pyrimidin-4-yl)piperidin-3-ol